(S)-2-(1-amino-1,3-dihydrospiro[indene-2,4'-piperidin]-1'-yl)-5-(3,4-dichloro-2-methyl-2H-indazol-5-yl)-7H-pyrrolo[2,3-d]Pyrimidine-4-carboxamide N[C@@H]1C2=CC=CC=C2CC12CCN(CC2)C=2N=C(C1=C(N2)NC=C1C1=C(C2=C(N(N=C2C=C1)C)Cl)Cl)C(=O)N